(αR)-α-methyl-N-(phenyl-methyl)-benzenemethanamine C[C@@H](NCC1=CC=CC=C1)C1=CC=CC=C1